3-sulfamoyl-4-[4-(trifluoromethyl)-1,3-thiazol-2-yl]Phenyl-acetamide S(N)(=O)(=O)C=1C=C(C=CC1C=1SC=C(N1)C(F)(F)F)CC(=O)N